1,1-diisopropyl 3,3-dimethoxycyclobutane-1,1-dicarboxylate COC1(CC(C1)(C(=O)OC(C)C)C(=O)OC(C)C)OC